methyl-(R)-6-chloro-3-((1-(3,6-dimethyl-4-oxo-2-phenyl-3,4-dihydroquinazolin-8-yl)ethyl)amino)pyridinecarboxylic acid CC1=C(C(=NC(=C1)Cl)C(=O)O)N[C@H](C)C=1C=C(C=C2C(N(C(=NC12)C1=CC=CC=C1)C)=O)C